ClC1=NN(C=C1C1=NC=CC(=N1)NC=1N=CC2=C(C=CC(=C2C1)C(C)C)N1[C@@H]([C@H](C1)CS(=O)(=O)C)C)[C@H]1CN([C@H](CC1)C)C N-(2-(3-chloro-1-((3r,6s)-1,6-dimethylpiperidin-3-yl)-1H-pyrazol-4-yl)pyrimidin-4-yl)-5-isopropyl-8-((2r,3s)-2-methyl-3-((methylsulfonyl)methyl)azetidin-1-yl)isoquinolin-3-amine